2-(5-ethoxy-2-fluoro-phenyl)benzonitrile C(C)OC=1C=CC(=C(C1)C1=C(C#N)C=CC=C1)F